ClC=1C(=NC(=NC1)NC1CCOCC1)C1=CC=C2CN(C(C2=C1)=O)CC(=O)N[C@H](CO)C1=NC(=CC=C1)C#N 2-(6-{5-chloro-2-[(oxacyclohex-4-yl)amino]pyrimidin-4-yl}-1-oxo-2,3-dihydro-1H-isoindol-2-yl)-N-[(1S)-1-(6-cyanopyridin-2-yl)-2-hydroxyethyl]acetamide